ClC=1C=CC(=C(C(=O)N[C@@H]2C[C@@H](CCC2)N2C(=NC=3C=NC(=CC32)C3=NNC=N3)C3=C(C=CC=C3)C#N)C1)O 5-chloro-N-((1S,3R)-3-(2-(2-cyanophenyl)-6-(1H-1,2,4-triazol-3-yl)-1H-imidazo[4,5-c]pyridin-1-yl)cyclohexyl)-2-hydroxybenzamide